Benzyl 4-[4-[(4R)-4-(tert-butoxycarbonylamino)-2-oxo-pyrrolidin-1-yl]phenyl]sulfonylpiperazine-1-carboxylate C(C)(C)(C)OC(=O)N[C@@H]1CC(N(C1)C1=CC=C(C=C1)S(=O)(=O)N1CCN(CC1)C(=O)OCC1=CC=CC=C1)=O